FC1=CC=C(C=C1)NC1CCC1=O 4-fluorophenyl-4-oxo-cyclobutyl-amine